[2-[[4-[6-cyano-1-(2-trimethylsilylethoxymethyl) indol-3-yl]-5-(trifluoromethyl)pyrimidin-2-yl]-amino]-cyclobutyl]-methanesulfonate C(#N)C1=CC=C2C(=CN(C2=C1)COCC[Si](C)(C)C)C1=NC(=NC=C1C(F)(F)F)NC1C(CC1)CS(=O)(=O)[O-]